(3S,5S,7S)-N-((S)-6-(2-(tert-butylamino)-2-oxoethyl)-6-azaspiro[2.5]oct-1-yl)-3,5,7-trifluoroadamantane-1-carboxamide C(C)(C)(C)NC(CN1CCC2(C[C@@H]2NC(=O)C23CC4(CC(CC(C2)(C4)F)(C3)F)F)CC1)=O